C(C)N1N=CC(=C1)C(=O)OC1CN(C1)C=1N=C(C2=C(N1)CC[S+]2[O-])N(C2CCOCC2)C [1-[4-[methyl(tetra-hydropyran-4-yl)amino]-5-oxido-6,7-dihydro-thieno[3,2-d]pyrimidin-5-ium-2-yl]azetidin-3-yl] 1-ethylpyrazole-4-carboxylate